silver(I) tripotassium [K+].[K+].[K+].[Ag+]